4-(trifluoromethyl)-3-pyrrolidincarboxamid FC(C1C(CNC1)C(=O)N)(F)F